4-(((6-(hydroxymethyl)-4-oxo-4H-pyran-3-yl)oxy)methyl)piperidine-1-carboxylic acid tert-butyl ester C(C)(C)(C)OC(=O)N1CCC(CC1)COC1=COC(=CC1=O)CO